N-(2-methacryloyloxyethyl)-carbamic acid-(2-methacryloyloxyethyl) ester C(C(=C)C)(=O)OCCOC(NCCOC(C(=C)C)=O)=O